methyl (S)-2-(3-(((2-methoxy-6,12-dioxo-5,6,6a,7,8,9,10,12-octahydrobenzo[e]pyrido[1,2-a][1,4]diazepin-3-yl)oxy)methyl)phenyl)acetate COC1=CC2=C(NC([C@H]3N(C2=O)CCCC3)=O)C=C1OCC=1C=C(C=CC1)CC(=O)OC